(2R)-6-chloro-4-oxo-N-(4-{[cis-3-(trifluoromethoxy)cyclobutyl]carbamoyl}bicyclo[2.2.2]octan-1-yl)-3,4-dihydro-2H-1-benzopyran-2-carboxamide ClC=1C=CC2=C(C(C[C@@H](O2)C(=O)NC23CCC(CC2)(CC3)C(N[C@@H]3C[C@@H](C3)OC(F)(F)F)=O)=O)C1